tert-Butyl (E)-3-(1-methylpyrazol-4-yl)prop-2-enoate CN1N=CC(=C1)/C=C/C(=O)OC(C)(C)C